(2-ethynyl-thiazol-4-yl)(4-(4-(1-methyl-1H-indazol-4-yl)phenyl)piperazin-1-yl)methanone C(#C)C=1SC=C(N1)C(=O)N1CCN(CC1)C1=CC=C(C=C1)C1=C2C=NN(C2=CC=C1)C